F[C@@H]1C[C@H](N(C1)C(CC1=C(N=NN1)N1CCNCC1)=O)C(=O)N[C@@H](C1=CC=CC=C1)C1=CC(=C(C=C1)C(C)C)F (2S,4R)-4-fluoro-N-[(S)-[3-fluoro-4-(propan-2-yl)phenyl](phenyl)methyl]-1-{2-[4-(piperazin-1-yl)-1H-1,2,3-triazol-5-yl]acetyl}pyrrolidine-2-carboxamide